OC1CNCCN(C1)C(=O)OC(C)(C)C tert-butyl 6-hydroxy-1,4-diazepan-1-carboxylate